C1(=CC=CC=C1)C(C)NC1=NC=NC2=CC=C(C=C12)C=1C=C2C(=NC1)NN=C2 N-(1-phenylethyl)-6-(1H-pyrazolo[3,4-b]pyridin-5-Yl)quinazolin-4-amine